methyl 6-(1-(adamantan-1-ylmethyl)-5-methyl-1H-pyrazol-4-yl)-2-oxo-1,2,3,4-tetrahydroquinoline-5-carboxylate C12(CC3CC(CC(C1)C3)C2)CN2N=CC(=C2C)C2=C(C=3CCC(NC3C=C2)=O)C(=O)OC